NC1=C(C=C(C=C1)N)C 1,4-diamino-2-methylbenzene